ClC1=C(C(=NC(=C1)C=1CCSCC1)C#C[Si](C)(C)C)N 4-chloro-6-(3,6-dihydro-2H-thiopyran-4-yl)-2-(2-trimethylsilylethynyl)-pyridin-3-amine